2-ethyl 8-(2-methoxyethyl) (1S,2R,5R)-3-((6-(4-(methoxymethoxy)-phenoxy) pyridin-3-yl) sulfonyl)-3,8-diazabicyclo[3.2.1]octane-2,8-dicarboxylate COCOC1=CC=C(OC2=CC=C(C=N2)S(=O)(=O)N2[C@H]([C@@H]3CC[C@H](C2)N3C(=O)OCCOC)C(=O)OCC)C=C1